N-(2-bromo-6-cyanophenyl)-4-methoxy-2-((3-methyl-4-(1-methylpiperidin-4-yl)phenyl)amino)pyrimidine-5-carboxamide BrC1=C(C(=CC=C1)C#N)NC(=O)C=1C(=NC(=NC1)NC1=CC(=C(C=C1)C1CCN(CC1)C)C)OC